N-(3-chloro-5-(methylsulfonamido)phenyl)-4-(3-fluoro-5-(2-oxa-7-azaspiro[3.5]nonan-7-yl)pyridin-2-yl)-5-methylthiophene-2-carboxamide ClC=1C=C(C=C(C1)NS(=O)(=O)C)NC(=O)C=1SC(=C(C1)C1=NC=C(C=C1F)N1CCC2(COC2)CC1)C